racemic-isobutyrate C(C(C)C)(=O)[O-]